CC1([C@]2(C(C[C@H]1CC2)=O)CS(=O)(=O)NS(=O)(=O)C)C 1-((1R,4R)-7,7-dimethyl-2-oxo-bicyclo[2.2.1]heptane-1-yl)-N-(methylsulfonyl)methanesulfonamide